(2S,4R)-1-(2-(3-acetyl-7-((5-methylpyrimidin-2-yl)methyl)-5-(2-methylpyrimidin-5-yl)-1H-indazol-1-yl)acetyl)-N-(6-bromopyridin-2-yl)-4-fluoropyrrolidine-2-carboxamide C(C)(=O)C1=NN(C2=C(C=C(C=C12)C=1C=NC(=NC1)C)CC1=NC=C(C=N1)C)CC(=O)N1[C@@H](C[C@H](C1)F)C(=O)NC1=NC(=CC=C1)Br